CC=1C=C(N=NC1N1CC=2C=C(C=NC2CC1)CC(F)(F)F)C(=O)NC1(CC1)C=1C=NC=CC1 5-methyl-N-(1-(pyridin-3-yl)cyclopropyl)-6-(3-(2,2,2-trifluoroethyl)-7,8-dihydro-1,6-naphthyridin-6(5H)-yl)pyridazine-3-carboxamide